4-((5-((tert-Butoxycarbonyl)amino)-9,9-dimethyl-7-oxo-3,8-dioxa-4,6-diazadec-5-en-1-yl)amino)-6-oxo-1-(tetrahydro-2H-pyran-4-yl)-1,6-dihydropyridine-3-carboxylic acid methyl ester COC(=O)C1=CN(C(C=C1NCCONC(=NC(OC(C)(C)C)=O)NC(=O)OC(C)(C)C)=O)C1CCOCC1